[5-(3-chlorophenoxy)pyridin-2-yl]-6-oxo-1-(propan-2-yl)-1,6-dihydropyridine-3-carboxamide ClC=1C=C(OC=2C=CC(=NC2)C=2N(C(C=CC2C(=O)N)=O)C(C)C)C=CC1